1-(m-tolyl)-4,5-diiodo-1,2,3-triazole C1(=CC(=CC=C1)N1N=NC(=C1I)I)C